C1(CC1)C(=O)C=1N=C2N(N1)[C@@H](C[C@@H]2[2H])C2=CC=CC=C2 cyclopropyl-[(5s,7s)-7-deutero-5-phenyl-6,7-dihydro-5H-pyrrolo[1,2-b][1,2,4]triazol-2-yl]methanone